racemic-8-((8-(4-(trifluoromethyl)phenyl)pyrido[3,4-b]pyrazin-5-yl)amino)-5-azaspiro[2.5]octan-4-one FC(C1=CC=C(C=C1)C1=CN=C(C2=NC=CN=C21)N[C@@H]2CCNC(C21CC1)=O)(F)F |r|